5-((2-(7-((3-((2,6-dimethylphenyl)amino)-1-methyl-1H-pyrazolo[3,4-d]pyrimidin-6-yl)amino)-3,4-dihydroisoquinolin-2(1H)-yl)ethyl)amino)-2-(2,6-dioxopiperidin-3-yl)isoindoline-1,3-dione CC1=C(C(=CC=C1)C)NC1=NN(C2=NC(=NC=C21)NC2=CC=C1CCN(CC1=C2)CCNC=2C=C1C(N(C(C1=CC2)=O)C2C(NC(CC2)=O)=O)=O)C